1-(5-fluoro-1H-indol-3-yl)-2-(methylamino)ethan-1-one FC=1C=C2C(=CNC2=CC1)C(CNC)=O